(4-chloro-6-phenyl-1,3,5-triazin-2-yl)benzonitrile ClC1=NC(=NC(=N1)C1=CC=CC=C1)C1=C(C#N)C=CC=C1